6-({[(2R,3R,11bR)-3-(2,2-dimethylpropyl)-2-hydroxy-10-methoxy-1H,2H,3H,4H,6H,7H,11bH-pyrido[2,1-a]isoquinolin-9-yl]oxy}methyl)pyridine-2-carbonitrile CC(C[C@H]1[C@@H](C[C@H]2N(CCC3=CC(=C(C=C23)OC)OCC2=CC=CC(=N2)C#N)C1)O)(C)C